C(C)(=O)N(N(C(=O)C1=CC=2C3=C(C(=NC2C=C1)N)C=NN3C)CC=3SC1=C(N3)C=CC(=C1)F)C N'-acetyl-4-amino-N-((6-fluorobenzo[d]thiazol-2-yl)methyl)-N',1-dimethyl-1H-pyrazolo[4,3-c]quinoline-8-carbohydrazide